C(C)(C)(C)OC(=O)N1CC(NCC1)CO.CC(C(S)(C1=CC=CC=C1)C1=CC=CC=C1)C(S)C 2,3-dimethyl-diphenyl-1,3-bis(mercapto)propane Tert-butyl-3-hydroxymethylpiperazine-1-formate